CC1=CC=CC(=N1)C1=NC=CC(=N1)C=1C(=NC(=NC1)NC=1SC(=CN1)N1CCOCC1)N (2-(6-methylpyridin-2-yl)pyrimidin-4-yl)-N2-(5-morpholinothiazol-2-yl)pyrimidine-2,4-diamine